N1([C@H](CC=C1)C(=O)OC)C(=O)OC(C)(C)C 1-(tert-butyl) 2-methyl (R)-2,3-dihydro-1H-pyrrole-1,2-dicarboxylate